3,5-di-(4-cyanophenylmethoxy)benzyl alcohol C(#N)C1=CC=C(C=C1)COC=1C=C(CO)C=C(C1)OCC1=CC=C(C=C1)C#N